C(C)C(C(=O)O)CC(F)(F)F 2-ethyl-4,4,4-trifluorobutanoic acid